C(#N)CCC1CC(CC1)NC(OC(C)(C)C)=O tert-butyl (3-(2-cyanoethyl)cyclopentyl)carbamate